5-fluoro-1'-(6-methoxy-5-(1H-pyrazol-4-yl)pyridin-2-yl)-1,3-dihydrospiro[indene-2,3'-pyrrolidine]-2'-one FC=1C=C2CC3(C(N(CC3)C3=NC(=C(C=C3)C=3C=NNC3)OC)=O)CC2=CC1